N-(3-(5-chloro-1H-indol-3-yl)propyl)-4-(3-(3-(methylamino)azetidin-1-yl)propoxy)benzenesulfonamide ClC=1C=C2C(=CNC2=CC1)CCCNS(=O)(=O)C1=CC=C(C=C1)OCCCN1CC(C1)NC